C1(C(CCCCC)O1)=O β-heptanolactone